C1N(CCC2=CC=CC=C12)C[C@H](CN1CCN(C2=C(C1)C=CC(=C2)OC2C(CNCC2)F)C)O 4-[(2R)-3-(3,4-dihydro-1H-isoquinolin-2-yl)-2-hydroxy-propyl]-8-[(3-fluoro-4-piperidinyl)oxy]-1-methyl-2,3-dihydro-1,4-benzodiazepine